COCCOCCNCC(=O)O N-[2-(2-methoxyethoxy)ethyl]glycine